NCC1=CC=2CN(CCC2S1)C(=O)OC(C)(C)C tert-butyl 2-(aminomethyl)-6,7-dihydrothieno[3,2-c]pyridine-5(4H)-carboxylate